N-[4-(3-Cyclopentyl-1H-1,2,4-triazol-5-yl)phenyl]-3-[(1,1-dioxo-1,4-thiazinan-4-yl)methyl]benzamide C1(CCCC1)C1=NNC(=N1)C1=CC=C(C=C1)NC(C1=CC(=CC=C1)CN1CCS(CC1)(=O)=O)=O